4-(1-cyclohexyl-4-(5-nitrothiophene-2-carboxamido)-1H-pyrazolo[3,4-d]pyrimidin-6-yl)benzoic acid methyl ester COC(C1=CC=C(C=C1)C1=NC(=C2C(=N1)N(N=C2)C2CCCCC2)NC(=O)C=2SC(=CC2)[N+](=O)[O-])=O